3-[2-(3,4-dichlorophenoxy)acetamido]-N-[(1,3-dimethyl-1H-pyrazol-5-yl)methyl]bicyclo[1.1.1]pentane-1-carboxamide ClC=1C=C(OCC(=O)NC23CC(C2)(C3)C(=O)NCC3=CC(=NN3C)C)C=CC1Cl